1-methyldiethoxysilyl-6-bis(dimethylamino)phenylsilylhexane C[Si](CCCCCC[Si](C1=CC=CC=C1)(N(C)C)N(C)C)(OCC)OCC